CCCCCC(C(CCCCC=CC=CC=CC=CC(=O)O)O)O 14,15-dihydroxyeicosatetraenoic acid